CN1N=CC2=CC=C(C=C12)C1=C2CN(C(C2=C(C=C1)NC)=O)CC(C(=O)N)=C 2-{[4-(1-methyl-1H-indazol-6-yl)-7-(methylamino)-1-oxo-2,3-dihydro-1H-isoindol-2-yl]methyl}prop-2-enamide